Ethyl (2E)-2-hydroxyimino-3-oxo-pentanoate O\N=C(\C(=O)OCC)/C(CC)=O